C(C)(=O)NCC1CCN(CC1)CC1=CC(=NC(=C1)C1=CC(=CC(=C1)Cl)Cl)OC=1C=NC(=NC1)N1CCN(CC1)C(CC(=O)N)C 3-(4-(5-((4-((4-(acetamidomethyl)piperidin-1-yl)methyl)-6-(3,5-dichlorophenyl)pyridin-2-yl)oxy)pyrimidin-2-yl)piperazin-1-yl)butanamide